6-(2-(3-Methoxyphenyl)-5,6-dihydro-4H-pyrrolo[1,2-b]pyrazol-3-yl)quinoxaline COC=1C=C(C=CC1)C=1C(=C2N(N1)CCC2)C=2C=C1N=CC=NC1=CC2